C(C)(C)(C)OC(=O)N1CC(N(CC1)C(=O)C1=NC=[N+](C(=C1)OC)[O-])(C)C 4-[4-(tert-butoxycarbonyl)-2,2-dimethylpiperazine-1-carbonyl]-6-methoxypyrimidin-1-ium-1-olate